The molecule is an N-acylglycinate that is the conjugate base of N-decanoylglycine, obtained by deprotonation of the carboxy group; major species at pH 7.3. It is a N-acylglycinate and a N-(fatty acyl)-glycine(1-). It is a conjugate base of a N-decanoylglycine. CCCCCCCCCC(=O)NCC(=O)[O-]